FC1=CC=C(C=C1)C1=NN(C(C1)O)C 3-(4-fluorophenyl)-1-methyl-4,5-dihydro-1H-pyrazol-5-ol